BrC=1C=C(C=CC1)C1(CC1)C#N 1-(3-bromo-phenyl)cyclopropane-1-carbonitrile